N-methylcyclopropanesulfonamide CNS(=O)(=O)C1CC1